6-((2,5-dimethylpyridin-4-yl)amino)-N-(1-(2-(2-methoxyethoxy)ethyl)-3-(pyridin-2-yl)-1H-pyrazol-4-yl)picolinamide CC1=NC=C(C(=C1)NC1=CC=CC(=N1)C(=O)NC=1C(=NN(C1)CCOCCOC)C1=NC=CC=C1)C